[Rb].[B].Br[S] bromosulfur boron rubidium